[4-[2-(1-methylpyrrolidin-3-yl)-3H-imidazo[4,5-b]pyridin-7-yl]-1-piperidyl]-[4-(trifluoromethoxy)phenyl]methanone CN1CC(CC1)C1=NC=2C(=NC=CC2C2CCN(CC2)C(=O)C2=CC=C(C=C2)OC(F)(F)F)N1